3-{4-[5-(1-acetyl-1,2,5,6-tetrahydropyridin-3-yl)-8-amino-3-methylimidazo[1,5-a]pyrazin-1-yl]naphthalen-1-yl}-1-[3-(trifluoromethyl)phenyl]urea C(C)(=O)N1CC(=CCC1)C1=CN=C(C=2N1C(=NC2C2=CC=C(C1=CC=CC=C21)NC(NC2=CC(=CC=C2)C(F)(F)F)=O)C)N